Cl.Cl.NCCCCCCCCN1N=C(C2=CC(=C(C=C12)C(=O)NC=1N=CC=2N(C1)C=C(N2)[C@@H]2N(CCC2)C)F)C 1-(8-aminooctyl)-5-fluoro-3-methyl-N-{2-[(2R)-1-methylpyrrolidin-2-yl]imidazo[1,2-a]pyrazin-6-yl}indazole-6-carboxamide dihydrochloride